CC1=CCCC(C1C=O)C 2,4-dimethyl-cyclohexene-3-carboxaldehyde